C(CCCCCCCCCCCCC)(=O)N[C@@H](C)C(=O)O N-myristoylalanine